COC(=O)C1=CC=NC2=CC=C(C=C12)N1CC(C1)(F)C1CC1 6-(3-cyclopropyl-3-fluoroazetidin-1-yl)quinoline-4-carboxylic acid methyl ester